N=1C=C(N2N=CC=CC21)C#CC=2C=C(C(=O)NC1=CC(=CC(=C1)C(F)(F)F)C1=CC=NC=C1)C=CC2C 3-(imidazo[1,2-b]pyridazin-3-ylethynyl)-4-methyl-N-(3-(pyridin-4-yl)-5-(trifluoromethyl)phenyl)benzamide